glycerinE OCC(O)CO